8-(2-fluoro-4-nitrophenoxy)-2-methoxy-3-((4-methoxybenzyl)oxy)-1,5-naphthyridine FC1=C(OC=2C=CN=C3C=C(C(=NC23)OC)OCC2=CC=C(C=C2)OC)C=CC(=C1)[N+](=O)[O-]